tert-butyl (4-(5-(3-ethynylbenzamido)-1-methyl-1H-pyrazol-3-yl)phenyl)carbamate C(#C)C=1C=C(C(=O)NC2=CC(=NN2C)C2=CC=C(C=C2)NC(OC(C)(C)C)=O)C=CC1